(R)-4-((6-(2-amino-3-methylbutyryl)-2-((4-cyanophenyl)amino)-5,6,7,8-tetrahydropyrido[4,3-d]pyrimidin-4-yl)oxy)-3,5-dimethylbenzonitrile N[C@@H](C(=O)N1CC2=C(N=C(N=C2OC2=C(C=C(C#N)C=C2C)C)NC2=CC=C(C=C2)C#N)CC1)C(C)C